FC(C(C(C(F)(F)F)(F)F)(F)F)(S(=O)(=O)[O-])F.[K+] potassium perfluoro-1-butanesulphonate